chloro-1-(tetrahydro-2H-pyran-2-yl)-1H-pyrazolo[3,4-d]pyrimidine ClC1=NN(C2=NC=NC=C21)C2OCCCC2